5-{5,6-dimethyl-2-[trans-4-(trifluoromethyl)cyclohexyl]pyrazolo[1,5-a]pyrimidin-7-yl}-3,3-difluoro-1-(3-methyloxetane-3-carbonyl)piperidine CC1=NC=2N(C(=C1C)C1CC(CN(C1)C(=O)C1(COC1)C)(F)F)N=C(C2)[C@@H]2CC[C@H](CC2)C(F)(F)F